ClC=1C=C(CN(C(C)=O)[C@@H](CO)COCCCCCCCCCCCCCCCCCC)C=CC1F (S)-N-(3-chloro-4-fluorobenzyl)-N-(1-hydroxy-3-(octadecyloxy)propan-2-yl)acetamide